4-methoxy-6-(5-(((3S,5R)-3-methyl-5-(4-methyl-1-oxo-1,3-dihydroisobenzofuran-5-yl-3,3-d2)piperazin-1-yl)methyl)isoxazol-3-yl)nicotinonitrile COC1=CC(=NC=C1C#N)C1=NOC(=C1)CN1C[C@@H](N[C@@H](C1)C=1C(=C2C(OC(C2=CC1)=O)([2H])[2H])C)C